COCCN1N=C(C(=C1)C1=NC(=CC=C1C=O)N1C=NC2=C1C=C(C(=C2)NC=2N=NC(=CC2)C)OC)C 2-[1-(2-methoxyethyl)-3-methyl-pyrazol-4-yl]-6-[6-methoxy-5-[(6-methylpyridazin-3-yl)amino]benzimidazol-1-yl]pyridine-3-carbaldehyde